6-(1H-indol-5-yl)-N-(1-methyl-3-(pyridin-2-yl)-1H-pyrazol-4-yl)picolinamide N1C=CC2=CC(=CC=C12)C1=CC=CC(=N1)C(=O)NC=1C(=NN(C1)C)C1=NC=CC=C1